O=C[C@@H](O)[C@@H](O)[C@H](O)[C@@H](O)C(=O)[O-].[Na+] sodium L-guluronate